[Si](C)(C)(C(C)(C)C)OC[C@H]1N(C[C@H](C=C1C)O)C(=O)OC(C)(C)C tert-butyl (2s,5s)-2-(((tert-butyldimethylsilyl) oxy) methyl)-5-hydroxy-3-methyl-5,6-dihydropyridine-1(2H)-carboxylate